Prop-2-yn-1-yl O-methyl-N-(2-((S)-5-oxo-1-(2,3,5-trifluorobenzyl)pyrrolidin-2-yl)acetyl)-L-threoninate CO[C@@H]([C@H](NC(C[C@H]1N(C(CC1)=O)CC1=C(C(=CC(=C1)F)F)F)=O)C(=O)OCC#C)C